1-(3-(7-fluorobenzofuran-5-yl)-6-(4-methoxybutyl)pyrazin-2-yl)piperidine-4-carboxylic acid FC1=CC(=CC=2C=COC21)C=2C(=NC(=CN2)CCCCOC)N2CCC(CC2)C(=O)O